FC1=C(C=CC=C1)NC(NC)=O 3-(2-fluorophenyl)-1-methylurea